C(C)OCC=1NC2=C(C(=NC(=C2)C)N)N1 2-(ethoxymethyl)-6-methyl-1H-imidazo[4,5-c]pyridin-4-amine